C(C)S(=O)(=O)O.NC1=C(N=C(C(=N1)N1CCC2(CC1)[C@@H](C1=CC=CC=C1C2)N)F)SC2=C(C(=NC=C2)N)Cl (S)-1'-(6-amino-5-((2-amino-3-chloropyridin-4-yl)thio)-3-fluoropyrazin-2-yl)-1,3-dihydrospiro[indene-2,4'-piperidine]-1-amine ethanesulfonate